C(CC)C(C(OC)C)C(OC)C 2-propyl-dimethyl-1,3-dimethoxypropane